N-(2-phenylethyl)tetrahydropyran-4-carboxamide C1(=CC=CC=C1)CCNC(=O)C1CCOCC1